N1(CCOCC1)SSN1CCOCC1 di(morpholin-4-yl) disulfide